C(CO)(=O)ON glycoloxyamine